COC1=CC=C(CN(S(=O)(=O)C2=C(C=CC(=C2C=2N=NN(N2)CC2=CC=C(C=C2)OC)I)S(=O)(=O)C[C@H](CNC(OC(C)(C)C)=O)NC(OC(C)(C)C)=O)CC2=CC=C(C=C2)OC)C=C1 (S)-di-tert-butyl (3-((2-(N,N-bis(4-methoxybenzyl)sulfamoyl)-4-iodo-3-(2-(4-methoxybenzyl)-2H-tetrazol-5-yl)phenyl)sulfonyl)propane-1,2-diyl)dicarbamate